C12(C=CC=C3[SiH]=C4C(=C31)C=CC=C4)C=CC=C4[SiH]=C3C(=C42)C=CC=C3 spirobi(dibenzosilole)